(3AS,4R,6aR)-1-((2R,3S)-2-amino-3-hydroxybutyryl)-4-(4-dihydroxyboryl-butyl)octahydropyrrolo[3,4-b]pyrrole-4-carboxylic acid N[C@@H](C(=O)N1[C@@H]2[C@H](CC1)[C@@](NC2)(C(=O)O)CCCCB(O)O)[C@H](C)O